CC(C(=O)OCN1C(C=CC2=CC=C(C=C12)OCCCCN1CCN(CC1)C1=CC=CC=2SC=CC21)=O)(CCCCCCCC)C (7-(4-(4-(benzo[b]thiophen-4-yl)piperazin-1-yl)butoxy)-2-oxoquinolin-1(2H)-yl)methyl 2,2-dimethyldecanoate